ClC1=CC=C(C=C1)CN1C=NC(=C1)CCNC(=O)[C@H]1N(C[C@@H](C1)O)C([C@H](C(C)(C)C)N1N=NC(=C1)C1CC1)=O (2S,4r)-N-[2-[1-[(4-chlorophenyl)methyl]imidazol-4-yl]ethyl]-1-[(2S)-2-(4-cyclopropyltriazol-1-yl)-3,3-dimethyl-butyryl]-4-hydroxy-pyrrolidine-2-carboxamide